COC1=C(C=CC(=C1)OC)CN(S(=O)(=O)C1=C(C=CC(=C1)C(COC)(C)C)OC)CC1=C(C=C(C=C1)OC)OC N,N-bis[(2,4-dimethoxyphenyl)methyl]-2-methoxy-5-(2-methoxy-1,1-dimethyl-ethyl)benzenesulfonamide